ClC1=CC=C2C(=CNC2=C1)S(=O)(=O)NC=1C(=NC(=CC1)OCCF)OC 6-Chloro-N-[6-(2-fluoroethoxy)-2-methoxypyridin-3-yl]-1H-indol-3-sulfonamid